C(CCCCC(C)C)CC(C(=O)O)S 3-isooctyl-mercaptopropionic acid